CC1=C(C=C(C=C1)NC(=O)C1C2NCC1CC2)C2=NC=CC=C2 N-[4-methyl-3-(2-pyridyl)phenyl]-2-azabicyclo[2.2.1]heptane-7-carboxamide